C(C)(C)(C)OC(NCCCN)=O N-(3-aminopropyl)carbamic acid tert-butyl ester